(S)-8-chloro-4-((5-chloro-6-fluoropyridin-3-yl)amino)-6-(((1-cyclopropyl-1H-1,2,3-triazol-4-yl)(6-fluoropyridin-3-yl)methyl-d)amino)quinoline-3-carbonitrile ClC=1C=C(C=C2C(=C(C=NC12)C#N)NC=1C=NC(=C(C1)Cl)F)N[C@@]([2H])(C=1C=NC(=CC1)F)C=1N=NN(C1)C1CC1